sodium (Z)-4-cyclopropyl-1-ethoxy-1,4-dioxobut-2-en-2-olate C1(CC1)C(\C=C(\C(=O)OCC)/[O-])=O.[Na+]